(3s,7r)-3-(4-chloro-2-(4-chloro-1H-1,2,3-triazol-1-yl)phenyl)-2-oxopyridin ClC1=CC(=C(C=C1)C=1C(NC=CC1)=O)N1N=NC(=C1)Cl